CC1=CC=CC(=N1)C1=NNC=C1C=1N=C2C(=CC=NC2=CC1)CC(=O)OCC ethyl 2-[6-[3-(6-methyl-2-pyridyl)-1H-pyrazol-4-yl]-1,5-naphthyridin-4-yl]acetate